C1(CC1)[C@H](C(=O)N1OCC[C@H]1C=1C=NC(=CC1)F)C (R)-2-cyclopropyl-1-[(3S)-3-(6-fluoropyridin-3-yl)-1,2-oxazolidin-2-yl]propan-1-one